FC1=CC=C(C=2SC=CC21)CNC2=NC=CC=C2C=2NC=CN2 N-((4-fluorobenzo[b]thiophen-7-yl)methyl)-3-(1H-imidazol-2-yl)pyridin-2-amine